N-tert-butyl-4-[[2-[5-chloro-2-hydroxy-4-(morpholinomethyl)phenyl]acetyl]amino]pyridine-2-carboxamide C(C)(C)(C)NC(=O)C1=NC=CC(=C1)NC(CC1=C(C=C(C(=C1)Cl)CN1CCOCC1)O)=O